tert-butyl (6-bromo-7-chloroisoquinolin-3-yl)(tertbutoxycarbonyl)carbamate BrC=1C=C2C=C(N=CC2=CC1Cl)N(C(OC(C)(C)C)=O)C(=O)OC(C)(C)C